OC1CC(NC(C1)(C)C)(C)C 4-hydroxyl-2,2,6,6-tetramethylpiperidine